CC1CCC2=CC=3CCCC3C(=C12)NC(=O)NS(=O)(=N)C=1C=NN2C1OCCC2 N-((3-methyl-1,2,3,5,6,7-hexahydro-s-indacen-4-yl)carbamoyl)-6,7-dihydro-5H-pyrazolo[5,1-b][1,3]oxazine-3-sulfonimidamide